(2S,3S,4S,5R,6S)-6-methyl-5-((methylsulfonyl)oxy)-2-((9-(tetrahydro-2H-pyran-2-yl)-9H-purin-6-yl)amino)tetrahydro-2H-pyran-3,4-diyl dibenzoate C(C1=CC=CC=C1)(=O)O[C@@H]1[C@H](O[C@H]([C@H]([C@H]1OC(C1=CC=CC=C1)=O)OS(=O)(=O)C)C)NC1=C2N=CN(C2=NC=N1)C1OCCCC1